C1=C(C=CC=2SC3=C(C21)C=CC=C3)N(C3=CC=2N(C=1C=C(C4=C(C1C2C2=C3C=CC=C2)C=CC=C4)N(C4=CC2=C(SC3=C2C=CC=C3)C=C4)C4=CC3=C(SC2=C3C=CC=C2)C=C4)CCCCCC)C4=CC2=C(SC3=C2C=CC=C3)C=C4 N5,N5,N9,N9-tetrakis(dibenzo[b,d]thiophen-2-yl)-7-hexyl-7H-dibenzo[c,g]carbazole-5,9-diamine